4-(2-(4'-pentyl-[1,1'-bicyclohexyl]-4-yl)ethyl)phenol C(CCCC)C1CCC(CC1)C1CCC(CC1)CCC1=CC=C(C=C1)O